C(C)(=O)N(CCS(=O)(=O)[O-])C.[Na+] sodium acetylmethyltaurate